2'-(6-tert-butyl-8-fluoro-1-oxo-1,2-dihydrophthalazin-2-yl)-3'-(hydroxymethyl)-1-methyl-5-({4H,5H,6H,7H-pyrazolo[1,5-a]pyrazin-2-yl}amino)-1,6-dihydro-[3,4'-bipyridin]-6-one C(C)(C)(C)C=1C=C2C=NN(C(C2=C(C1)F)=O)C1=NC=CC(=C1CO)C1=CN(C(C(=C1)NC1=NN2C(CNCC2)=C1)=O)C